4-methylhexahydrophthalic acid diglycidyl ester C(C1CO1)OC(C1C(C(=O)OCC2CO2)CC(CC1)C)=O